C1(CCCCC1)NC1=NC=CC(=N1)C=1C(=CC(=C(C1)NC(=O)C1=CNC(C=C1C(F)(F)F)=O)N1C[C@H](N([C@H](C1)C)C)C)F N-[5-[2-(cyclohexylamino)pyrimidin-4-yl]-4-fluoro-2-[(3R,5S)-3,4,5-trimethylpiperazin-1-yl]phenyl]-6-oxo-4-(trifluoromethyl)-1H-pyridine-3-carboxamide